OC1=C2C[C@H]([C@@H](OC2=CC=C1)C1=CC(=C(C=C1)OC)O)OCC (trans)-5-hydroxy-2-(3-hydroxy-4-methoxyphenyl)-3-ethoxychroman